(thieno[2,3-d]pyrimidin-2-yl)isoquinolin-1(2H)-one N1=C(N=CC2=C1SC=C2)N2C(C1=CC=CC=C1C=C2)=O